ClC1=NC=CC(=C1)C=1N=C(C=2N(C1)C=C(N2)C(=O)N)NCC2CCNCC2 6-(2-Chloro-pyridin-4-yl)-8-[(piperidin-4-ylmethyl)-amino]-imidazo[1,2-a]pyrazine-2-carboxylic acid amide